(5-chloro-3-fluoropyridin-2-yl)zinc(II) bromide [Br-].ClC=1C=C(C(=NC1)[Zn+])F